C(C)(C)(C)OC(=O)NCCOC1=C(C=C(C=C1)C=1C=C(C2=CN(N=C2C1Cl)C(C(=O)OCC)C1=C2N(C=N1)C[C@@H](C2)F)Cl)CC ethyl 2-(6-(4-(2-((tert-butoxycarbonyl)amino)ethoxy)-3-ethylphenyl)-4,7-dichloro-2H-indazol-2-yl)-2-((R)-6-fluoro-6,7-dihydro-5H-pyrrolo[1,2-c]imidazol-1-yl)acetate